3-(4-methylphenyl)propyl-prop-2-en-1-one CC1=CC=C(C=C1)CCCC(C=C)=O